lutetium 1,2-dimethoxyethane COCCOC.[Lu]